pyrido[2,3-b]pyrazin-3(4H)-one, hydrochloride Cl.N=1C2=C(NC(C1)=O)N=CC=C2